C(#N)N1C2CCC(C1)[C@H]2NC(=O)C2=NNC(=C2)C2=C(C=NC=C2)NC2=CC=C(C=C2)F N-((7R)-2-Cyano-2-azabicyclo[2.2.1]heptan-7-yl)-5-(3-((4-fluorophenyl)amino)pyridin-4-yl)-1H-pyrazol-3-carboxamid